CN1N=C(C2=CC=C(C=C12)N1CCC(CC1)CC1CCNCC1)N1C(NC(CC1)=O)=O 1-[1-methyl-6-[4-(4-piperidylmethyl)-1-piperidyl]indazol-3-yl]hexahydropyrimidine-2,4-dione